(trans)-N-(5-chloro-6-(2H-1,2,3-triazol-2-yl)pyridin-3-yl)-8-(1-cyclopropyl-1H-pyrazol-4-yl)-2-fluoro-8-methyl-7,8-dihydro-6H-cyclopenta[e]pyrazolo[1,5-a]pyrimidine-6-carboxamide ClC=1C=C(C=NC1N1N=CC=N1)NC(=O)[C@@H]1C[C@@](C2=C1C=NC=1N2N=C(C1)F)(C)C=1C=NN(C1)C1CC1